18-methyl-11-methyleneestra-3,5-diene-17beta-ol CC[C@@]12[C@H](CC[C@H]1[C@@H]1CC=C3C=CCC[C@@H]3[C@H]1C(C2)=C)O